1-(5-fluoro-2-methoxypyridin-3-yl)ethane-1-amine hydrochloride Cl.FC=1C=C(C(=NC1)OC)C(C)N